FC1=C(C(=CC=C1F)[N+](=O)[O-])S(=O)(=O)NCC(=O)OC Methyl ((2,3-difluoro-6-nitrophenyl)sulfonyl)glycinate